(tricyclohexylphosphine) ruthenium(II) [Ru+2].C1(CCCCC1)P(C1CCCCC1)C1CCCCC1